BrC=1C(=C(OCC(=O)C2=C(C=C(C=C2)Cl)OC)C=CC1)I 2-(3-bromo-2-iodophenoxy)-1-(4-chloro-2-methoxyphenyl)ethan-1-one